(3-butenyl)(6-heptenyl)dichlorosilane C(CC=C)[Si](Cl)(Cl)CCCCCC=C